N(=[N+]=[N-])C(C(=O)O)CC(=O)OC(C)(C)C 4-tert-butyl hydrogen 2-azidosuccinate